C[C@@]12CCC(NC2=CCC2C1C(C[C@@]1(C(CCC12)C(=O)O)C)=O)=O (4aR,6aS)-2,3,4,4a,4b,5,6,6a,7,8,9,9a,9b,10-tetradecahydro-4a,6a-dimethyl-2,5-dioxo-1H-indeno[5,4-f]quinoline-7-carboxylic acid